Methyl 3-(5-((4-(3,3-dimethylbutanoyl)-3-hydroxy-2-methylphenoxy)methyl)-1,2,4-oxadiazol-3-yl)-2-methoxybenzoate CC(CC(=O)C1=C(C(=C(OCC2=NC(=NO2)C=2C(=C(C(=O)OC)C=CC2)OC)C=C1)C)O)(C)C